2-[3-(4-chloro-3-fluorophenyl)-1-(cyclopropylmethyl)-1H-1,2,4-triazol-5-yl]-N-[(5S)-5H,6H,7H-cyclopenta[b]pyridin-5-yl]acetamide ClC1=C(C=C(C=C1)C1=NN(C(=N1)CC(=O)N[C@H]1CCC2=NC=CC=C21)CC2CC2)F